(S)-1-((S)-2-((2S,4S)-4-amino-2-((R)-1,2,3,4-tetrahydronaphthalen-1-ylcarbamoyl)pyrrolidin-1-yl)-1-cyclohexyl-2-oxoethylamino)-1-oxopropan-2-yl-(methyl)carbamic acid tert-butyl ester C(C)(C)(C)OC(N(C)[C@H](C(=O)N[C@H](C(=O)N1[C@@H](C[C@@H](C1)N)C(N[C@@H]1CCCC2=CC=CC=C12)=O)C1CCCCC1)C)=O